(4,8-bis(4-chloro-5-(2-ethylhexyl)thiophen-2-yl)-4,8-dihydrobenzo[1,2-b:4,5-b']dithiophene-2,6-diyl)bis(trimethylstannane) ClC=1C=C(SC1CC(CCCC)CC)C1C2=C(SC(=C2)[Sn](C)(C)C)C(C2=C1SC(=C2)[Sn](C)(C)C)C=2SC(=C(C2)Cl)CC(CCCC)CC